BrC1=CN=C2C=CC(=NC2=C1)/C(/C(=O)C1=NC(=CC=C1)C)=C\N(C)C (E)-2-(7-bromo-1,5-naphthyridin-2-yl)-3-(dimethylamino)-1-(6-methylpyridin-2-yl)prop-2-en-1-one